4-(3-carboxyphenoxy)phthalic anhydride C(=O)(O)C=1C=C(OC=2C=C3C(C(=O)OC3=O)=CC2)C=CC1